sulfobutanesulfonic acid S(=O)(=O)(O)C(CCC)S(=O)(=O)O